ethyl 2-(7-chloro-6-(4-(1-(2-methoxyethyl)piperidin-4-yl)phenyl)-4-methyl-2H-indazol-2-yl)-2-((R)-6-fluoro-6,7-dihydro-5H-pyrrolo[1,2-c]imidazol-1-yl)acetate ClC1=C(C=C(C2=CN(N=C12)C(C(=O)OCC)C1=C2N(C=N1)C[C@@H](C2)F)C)C2=CC=C(C=C2)C2CCN(CC2)CCOC